pyridazine-3-carbamate N1=NC(=CC=C1)NC(=O)[O-]